COCCOCCC(C(=O)OCC)C(=O)OCC diethyl 2-[2-(2-methoxyethoxy)ethyl]propanedioate